FC(C(=O)O)(F)F.C(N)(=O)C1=NC(=NC=C1)NC1CC(C1)(C(=O)O)C Cis-3-[(4-carbamoylpyrimidin-2-yl)amino]-1-methyl-cyclobutanecarboxylic acid trifluoroacetate